BrC1=NN(C2=NC(=NC(=C21)Cl)C)C 3-bromo-4-chloro-1,6-dimethyl-1H-pyrazolo[3,4-d]pyrimidine